tert-butyl 4-(1-(5-cyclopropyloxy-2-cyclopropyl-4-nitrophenyl)piperidin-4-yl)piperazine-1-carboxylate C1(CC1)OC=1C(=CC(=C(C1)N1CCC(CC1)N1CCN(CC1)C(=O)OC(C)(C)C)C1CC1)[N+](=O)[O-]